[F-].[Y+3].[Li+].[F-].[F-].[F-] lithium yttrium fluoride